O[C@H]1[C@@H](N(C1)C1=NC(=CC(=C1)C=1C=C(C=CC1C)NC(=O)N1C[C@@H](CC1)CC(F)(F)F)N1CCOCC1)C (S)-N-(3-(2-(trans-3-hydroxy-2-methylazetidin-1-yl)-6-morpholinylpyridin-4-yl)-4-methylphenyl)-3-(2,2,2-trifluoroethyl)pyrrolidine-1-carboxamide